methyl N-[5-[6-[(2,3-dichlorophenyl)-methyl-carbamoyl]imidazo[1,2-a]pyridin-3-yl]-2-pyridyl]carbamate ClC1=C(C=CC=C1Cl)N(C(=O)C=1C=CC=2N(C1)C(=CN2)C=2C=CC(=NC2)NC(OC)=O)C